O=S1(CCC(CC1)C1=CC=C(C(=O)O)C=C1)=O 4-(1,1-dioxido-tetrahydro-2H-thiopyran-4-yl)benzoic acid